C(C)(C)(C)OC(=O)N1CC(CC1)C(=O)O pyrrolidine-1,3-dicarboxylic acid 1-(tert-butyl) ester